C1(=CC=C(C=C1)S(=O)(=O)N\N=C\CCCCCNC(OC(C)(C)C)=O)C tert-butyl N-[(6E)-6-(p-tolylsulfonylhydrazono)hexyl]carbamate